methyl (cis)-4-hydroxycyclohexanecarboxylate O[C@H]1CC[C@H](CC1)C(=O)OC